3,5-dimethyl-4-((4-(thieno[3,2-b]pyridin-7-yloxy)piperidin-1-yl)methyl)isoxazole CC1=NOC(=C1CN1CCC(CC1)OC1=C2C(=NC=C1)C=CS2)C